3-chloro-4-((2S)-2-(dimethylamino)-3-(3-(5-methoxypyridin-3-yl)-3-(1-(trifluoromethyl)cyclopropyl)propanamido)propyl)-N-methylbenzamide ClC=1C=C(C(=O)NC)C=CC1C[C@@H](CNC(CC(C1(CC1)C(F)(F)F)C=1C=NC=C(C1)OC)=O)N(C)C